(S)-1-(3-(2-amino-2-carboxyethyl)phenyl)-1-oxo-5,8,11,14,17,20,23,26-octaoxa-2-azanonacosane-29-oic acid N[C@@H](CC=1C=C(C=CC1)C(NCCOCCOCCOCCOCCOCCOCCOCCOCCC(=O)O)=O)C(=O)O